C(=O)(O)[C@H](CC(=O)N1CC2=C(C(=C(C(=C2C1C)Cl)OCCCOC=1C=C2CN(CC2=CC1OC)C(C[C@@H](C(=O)O)C)=O)OC)C)C (2S)-4-(5-(3-((2-((S)-3-carboxybutanoyl)-4-chloro-6-methoxy-3,7-dimethylisoindolin-5-yl)oxy)propoxy)-6-methoxyisoindolin-2-yl)-2-methyl-4-oxobutanoic acid